3-azidobenzamide N(=[N+]=[N-])C=1C=C(C(=O)N)C=CC1